2-(4-chlorobenzylamino)-4-(4-tert-butylaminopiperidin-1-yl)-quinoline hydrochloride Cl.ClC1=CC=C(CNC2=NC3=CC=CC=C3C(=C2)N2CCC(CC2)NC(C)(C)C)C=C1